5-((2R,4S)-2-(2,5-difluorophenyl)-4-fluoropyrrolidin-1-yl)-3-nitropyrazolo[1,5-a]pyrimidine FC1=C(C=C(C=C1)F)[C@@H]1N(C[C@H](C1)F)C1=NC=2N(C=C1)N=CC2[N+](=O)[O-]